(R)-2-(3-(1-aminoethyl)phenyl)-2,2-difluoroacetic acid ethyl ester hydrochloride Cl.C(C)OC(C(F)(F)C1=CC(=CC=C1)[C@@H](C)N)=O